3-(5-(((3S,4R)-4-(4-amino-3-(4-phenoxyphenyl)-1H-pyrazolo[3,4-d]pyrimidin-1-yl)-3-fluoropiperidin-1-yl)methyl)-1-oxoisoindolin-2-yl)piperidine-2,6-dione NC1=C2C(=NC=N1)N(N=C2C2=CC=C(C=C2)OC2=CC=CC=C2)[C@H]2[C@H](CN(CC2)CC=2C=C1CN(C(C1=CC2)=O)C2C(NC(CC2)=O)=O)F